(3R,3aS,6aR)-Hexahydrofuro[2,3-b]furan Methyl-((4-Bromophenoxy)(perfluorophenoxy)phosphoryl)-L-alaninate CN([C@@H](C)C(=O)O)P(=O)(OC1=C(C(=C(C(=C1F)F)F)F)F)OC1=CC=C(C=C1)Br.O1CCC2C1OCC2